1-(4-(2-(3-(dimethylamino)propyl)-6-(2-tolyl)-2H-indazol-3-yl)piperidin-1-yl)-2-propen-1-one CN(CCCN1N=C2C=C(C=CC2=C1C1CCN(CC1)C(C=C)=O)C1=C(C=CC=C1)C)C